2-acetamido-4-((2-(2-(2-(2-aminoethoxy)ethoxy)ethoxy)ethyl)amino)-N-(5-nitrothiazol-2-yl)benzamide C(C)(=O)NC1=C(C(=O)NC=2SC(=CN2)[N+](=O)[O-])C=CC(=C1)NCCOCCOCCOCCN